(R)-(5-chloroisochroman-1-yl)methylamine ClC1=C2CCO[C@H](C2=CC=C1)CN